5-methoxymethyl-furfural COCC1=CC=C(C=O)O1